5-(6-ethyl-2,6-diazaspiro[3.3]heptane-2-yl)pyridin-2-amine C(C)N1CC2(CN(C2)C=2C=CC(=NC2)N)C1